OC1N(C(N(C1O)CO)=O)CO 4,5-dihydroxy-1,3-bis(hydroxymethyl)-2-imidazolidinone